BrC=1N=C(C=2N(C1)C(=CN2)C=O)N(C)C 6-BROMO-8-(DIMETHYLAMINO)IMIDAZO[1,2-A]PYRAZINE-3-CARBALDEHYDE